Manganese-iron-titanium phosphate P(=O)([O-])([O-])[O-].[Ti+4].[Fe+2].[Mn+2]